C(C)C(CC)N=C=NC(CC)CC bis(1-ethylpropyl)carbodiimide